O[C@@H]1C[C@H](N(C1)C(=O)OC(C)(C)C)CO t-butyl (2S,4R)-4-hydroxy-2-(hydroxymethyl)pyrrolidine-1-carboxylate